N-methyl-4-nitro-1H-pyrazole CN1N=CC(=C1)[N+](=O)[O-]